tert-butyl 4-[5-[4-(3,5-dichlorophenyl) piperazin-1-yl]-4-methyl-2,5-dioxo-pentyl]piperidine-1-carboxylate ClC=1C=C(C=C(C1)Cl)N1CCN(CC1)C(C(CC(CC1CCN(CC1)C(=O)OC(C)(C)C)=O)C)=O